N(=C=S)N=C=O.[Na] sodium isothiocyanato isocyanate